(1R,2R)-1-((2R,3R,4S,6R)-4-acetoxy-3-(2-acetoxyacetamido)-6-chloro-6-(methoxycarbonyl)tetrahydro-2H-pyran-2-yl)-3-(2-(4-chlorophenyl)acetamido)propane-1,2-diyl diacetate C(C)(=O)O[C@H]([C@@H](CNC(CC1=CC=C(C=C1)Cl)=O)OC(C)=O)[C@@H]1O[C@@](C[C@@H]([C@H]1NC(COC(C)=O)=O)OC(C)=O)(C(=O)OC)Cl